6-tert-butyl-10-methoxy-2-oxo-9-(2-propylthiazol-5-yl)-6,7-dihydro-2H-pyrido[2,1-a]isoquinoline-3-carboxylic Acid C(C)(C)(C)C1N2C(C3=CC(=C(C=C3C1)C1=CN=C(S1)CCC)OC)=CC(C(=C2)C(=O)O)=O